COC1=C(C2=CC(=CC=C2C=C1)B1OC(C(O1)(C)C)(C)C)NC(C=C)=O N-[2-methoxy-7-[4,4,5,5-tetra(methyl)-1,3,2-dioxaborolan-2-yl]-1-naphthyl]prop-2-enamide